C1=C2C=C3C(=C(C2=C(C=C1O)O)O)C(=O)C4=C(C3=O)C=C(C=C4O)O The molecule is a member of the class of tetracenequinones that is tetracene-5,12-dione in which the hydrogens at positions 1, 3, 8, 10, and 11 have been replaced by hydroxy groups. Isolated from Paecilomyces. It has a role as an EC 5.99.1.2 (DNA topoisomerase) inhibitor, an antineoplastic agent, a fungal metabolite and an intercalator.